CN1C=CC=2C1=NC=CC2[N+](=O)[O-] 1-methyl-4-nitropyrrolo[2,3-b]pyridine